N1(N=NC2=C1C=CC=C2)O[P+](N2CCCC2)(N2CCCC2)N2CCCC2 benzotriazole-1-yloxy-trispyrrolidinophosphonium